ON=C(C1=C(C=CC(=C1)[N+](=O)[O-])O)N N',2-dihydroxy-5-nitrobenzimidamide